CN1CCN(CC1)C=1C=C(C=C(C1)C(F)(F)F)C1=NC2=C(N1)C=CC=C2[N+](=O)[O-] 2-(3-(4-methylpiperazin-1-yl)-5-(trifluoromethyl)phenyl)-4-nitro-1H-benz[d]imidazole